ClC1=CC=C(C=C1)[As](C1=CC=C(C=C1)C)C1=CC=C(C=C1)C p-chlorophenyl-bis(p-tolyl)arsine